1,3-dimethoxy-2-isopropylbenzene COC1=C(C(=CC=C1)OC)C(C)C